C(C)N1SC(N(C1=O)CC1=CC=C(C=C1)I)=O 2-Ethyl-4-(4-iodobenzyl)-1,2,4-thiadiazolidine-3,5-dione